ClC1=C(C=CC=C1)C1=CC=C2C(=C(N3C(C2=C1)=NC=N3)C(=O)NCC(=O)OCC)O ethyl (9-(2-chlorophenyl)-6-hydroxy-[1,2,4]triazolo[5,1-a]isoquinoline-5-carbonyl)glycinate